C(C)(C)(C)N1CCCCCC1 tert-butyl-(R)-azepane